C(\C=C/CCCCCC)OC(CCC(=O)OCCCCCCBr)OC\C=C/CCCCCC 6-bromohexyl 4,4-bis(((Z)-non-2-en-1-yl)oxy)butanoate